1-((1R,3S)-3-butyl-6-methoxy-1-(pyridin-2-yl)-3,4-dihydroisoquinolin-2(1H)-yl)prop-2-yn-1-one C(CCC)[C@@H]1N([C@H](C2=CC=C(C=C2C1)OC)C1=NC=CC=C1)C(C#C)=O